ClC1=NC=C(C(=C1)COC=1C(=NC=C(N1)C1=CC(=C2CCN(CC2=C1)C)C)N)F 3-((2-chloro-5-fluoropyridin-4-yl)methoxy)-5-(2,5-dimethyl-1,2,3,4-tetrahydroisoquinolin-7-yl)pyrazin-2-amine